C(N)(=N)C1=CC=C2C(=C(N(C2=C1)CC1=CC=CC2=CC=CC=C12)C(=O)NC1CCC(CC1)NC(OC(C)(C)C)=O)C(N)=O tert-butyl ((1r,4r)-4-(6-carbamimidoyl-3-carbamoyl-1-(naphthalen-1-ylmethyl)-1H-indole-2-carboxamido)cyclohexyl)carbamate